[I-].C[N+]1=C(C=CC=C1)C=C N-methyl-vinyl-pyridinium iodide